6-amino-2,3-dihydro-1H-inden-1-one NC1=CC=C2CCC(C2=C1)=O